BrC=1C=C(C=NC1)C(CC(=O)OC)NC(=O)OC(C)(C)C Methyl 3-(5-bromopyridin-3-yl)-3-((tert-butoxycarbonyl)amino)-propanoate